FC1=CC=C(C(=C1[C@H]([C@@H](C=1OC(NN1)=O)NS(=O)(=O)C1=C(C(=O)N)C=C(C=C1)C(F)(F)F)C)C)C 2-(N-((1S,2R)-2-(6-fluoro-2,3-dimethylphenyl)-1-(5-oxo-4,5-dihydro-1,3,4-oxadiazol-2-yl)propyl)sulfamoyl)-5-(trifluoromethyl)benzamide